NC1=NC=2N(CC=NC2C(=N1)C=1OC(=CC1)C)CCC1CCN(CC1)C1=CC=CC=C1 amino-4-(5-methylfuran-2-yl)-8-(2-(1-phenylpiperidin-4-yl)ethyl)pteridine